1,4-butylene glycol C(CCCO)O